4-(3-(2-aminoethyl)azetidin-1-yl)-6,7-dimethoxyquinoline-3-carbonitrile 2,2,2-trifluoroacetate FC(C(=O)O)(F)F.NCCC1CN(C1)C1=C(C=NC2=CC(=C(C=C12)OC)OC)C#N